4-dimethoxymethyl-benzene COC(C1=CC=CC=C1)OC